4-methylsulfonyl-N-prop-2-ynyl-2-(2,2,2-trifluoroethoxy)aniline CS(=O)(=O)C1=CC(=C(NCC#C)C=C1)OCC(F)(F)F